ClC1=C(C=C(C=C1)C(=O)N1CCC2(CC1)CCN(CC2)C2C(CNCC2)(F)F)N2C(NC(CC2)=O)=O 1-(2-Chloro-5-(9-(3,3-difluoropiperidin-4-yl)-3,9-diazaspiro[5.5]undecane-3-carbonyl)phenyl)dihydropyrimidine-2,4(1H,3H)-dione